tert-butyl 6-[8-(1,3-benzothiazol-2-ylcarbamoyl)-3,4-dihydroisoquinolin-2(1H)-yl]-3-(1-{[3,5-dimethyltricyclo[3.3.1.13,7]dec-1-yl]methyl}-1H-pyrazol-4-yl)pyridine-2-carboxylate S1C(=NC2=C1C=CC=C2)NC(=O)C=2C=CC=C1CCN(CC21)C2=CC=C(C(=N2)C(=O)OC(C)(C)C)C=2C=NN(C2)CC21CC3(CC(CC(C2)C3)(C1)C)C